(5aR,5bS,7aS,10aS,10bR)-2-(4-bromophenyl)-5a,7a-dimethyl-4,5,5a,5b,6,7,7a,9,10,10a,10b,11,12,12a-tetradecahydro-8H-cyclopenta[7,8]phenanthro[2,1-d]thiazol-8-one BrC1=CC=C(C=C1)C=1SC2=C(N1)CC[C@@]1([C@H]3CC[C@]4([C@H]([C@@H]3CCC12)CCC4=O)C)C